NC1=CC=C(C=C1)C1=NC=C(C=N1)C1=CC=C(C=C1)N 2,5-di(4-aminophenyl)pyrimidine